COC1=NC=CC(=C1)C1=CC2=C(N=C(S2)NC(=O)C2C3CN(CC2C3)C)C=C1 N-(6-(2-methoxypyridin-4-yl)benzo[d]thiazol-2-yl)-3-methyl-3-azabicyclo[3.1.1]heptane-6-carboxamide